(4-bromophenyl)-4-(methoxymethyl)tetrahydro-2H-pyran BrC1=CC=C(C=C1)C1OCCC(C1)COC